7-(1-methylpiperidin-4-ylmethoxy)quinazoline CN1CCC(CC1)COC1=CC=C2C=NC=NC2=C1